4,5-dimethylpyrrole-2-formaldehyde CC=1C=C(NC1C)C=O